5-AMINOHEXAHYDRO-6,7,8-TRIHYDROXY-3H-OXAZOLO[3,4-A]PYRIDIN-3-ON NC1C(C(C(C2N1C(OC2)=O)O)O)O